C1(=CC=CC=C1)COC=1C=C(C=CC1OCC1=CC=CC=C1)/C=C/C(=O)C1=C(C=CC=C1O[C@@H]1O[C@@H]([C@H]([C@@H]([C@H]1O)O)O)CO)O (E)-3-[3,4-Bis(phenylmethoxy)phenyl]-1-[2-hydroxy-6-[(2S,3R,4S,5S,6R)-3,4,5-trihydroxy-6-(hydroxymethyl)oxan-2-yl]oxyphenyl]prop-2-en-1-one